4-(trifluoromethyl)imidazole FC(C=1N=CNC1)(F)F